N[C@H](C(=O)O)CCCC[C@@H](C(=O)O)N (S,S)-2,7-diaminooctanedioic acid